(S)-6-(3-(3-(4-methyl-4H-1,2,4-triazol-3-yl)oxetane-3-yl)phenyl)-2-((3-methylpiperidin-1-yl)methyl)-1-tosyl-4-(trifluoromethyl)-1,6-dihydro-7H-pyrrolo[2,3-c]pyridin-7-one CN1C(=NN=C1)C1(COC1)C=1C=C(C=CC1)N1C(C2=C(C(=C1)C(F)(F)F)C=C(N2S(=O)(=O)C2=CC=C(C)C=C2)CN2C[C@H](CCC2)C)=O